3-(methacryloxy)propylmethyldiethoxysilane C(C(=C)C)(=O)OCCC[Si](OCC)(OCC)C